C(O)(OCCOCCOCCOCCOCCOCCOCCOCCOCCOCCOCCOCCOC(O)=O)=O 3,6,9,12,15,18,21,24,27,30,33-undecaoxapentatriacontane-1,35-diyl bis(hydrogen carbonate)